C(C)(C)(C)OC(NCC1=CC(=NC(=C1)C(F)(F)F)OC1=CC(=CC=C1)C(=O)N1C[C@H]([C@@H](C1)O)F)=O (2-(3-((3R,4R)-3-fluoro-4-hydroxypyrrolidine-1-carbonyl)phenoxy)-6-(trifluoromethyl)pyridin-4-yl)methylcarbamic acid tert-butyl ester